(2-hydroxypyridin-3-yl)boric acid OC1=NC=CC=C1OB(O)O